2-[(2,4-difluoro-6-methoxy-phenyl)-hydroxy-methyl]-N,N-diethyl-thiophene-3-carboxamide FC1=C(C(=CC(=C1)F)OC)C(C=1SC=CC1C(=O)N(CC)CC)O